3-Ethynyl-aniline C(#C)C=1C=C(N)C=CC1